FC(OC=1C=C(C=CC1OC1=CC=NC=2N=CC(NC21)=O)N2C(N(CC2=O)C=2C=NC=C(C2)C(F)(F)F)=O)F 3-{3-(difluoromethoxy)-4-[(2-oxo-1,2-dihydropyrido[2,3-b]pyrazin-8-yl)oxy]phenyl}-1-[5-(trifluoromethyl)-3-pyridinyl]-2,4-imidazolidinedione